NC=1C(N(C=CC1)C1=NC(=CC=C1)C(F)(F)F)=O 3-amino-6'-(trifluoromethyl)-2H-[1,2'-bipyridin]-2-one